1,3,5-trihydroxyhexahydro-1,3,5-triazine-2,4,6-trione ON1C(N(C(N(C1=O)O)=O)O)=O